L-3,5-dihydroxy-2-(3-hydroxy-4-methoxyphenyl)-chroman-4-one OC1[C@@H](OC2=CC=CC(=C2C1=O)O)C1=CC(=C(C=C1)OC)O